C1(=CC=CC=C1)N1C=NC2=C1C=CC=C2 phenyl-1H-benz[d]imidazole